5,6-dichloro-1-(2-morpholinoethyl)-3-(1-(5-(trifluoromethyl)pyridin-2-yl)piperidin-4-yl)-1,3-dihydro-2H-benzo[d]imidazol-2-one ClC1=CC2=C(N(C(N2C2CCN(CC2)C2=NC=C(C=C2)C(F)(F)F)=O)CCN2CCOCC2)C=C1Cl